6-chloro-N-(2-hydroxy-2-methylpropyl)nicotinamide ClC1=NC=C(C(=O)NCC(C)(C)O)C=C1